C(C=C)OC(\C=C\C)=O Allylcrotonat